NCC(=O)N[C@@H](CC(N)=O)C(=O)N1[C@@H](CCC1)C(=O)O glycyl-L-asparaginyl-L-proline